oxalic acid lithium phosphate P(=O)([O-])([O-])[O-].[Li+].C(C(=O)O)(=O)O.[Li+].[Li+]